C1(CC1)C1=NC=CC(=C1)C1=NOC(=N1)[C@H](C)NC(=O)C1CCC(CC1)C (1s,4R)-N-((S)-1-(3-(2-cyclopropylpyridin-4-yl)-1,2,4-oxadiazol-5-yl)ethyl)-4-methylcyclohexane-1-carboxamide